C(=O)O.CN1C(=NN=C1)C[C@@H](C)C=1C=C(C=CC1)N1C(C2=CC(=CC(=C2C1)C(F)(F)F)N[C@@H]1CNCC1)=O 2-(3-((R)-1-(4-methyl-4H-1,2,4-triazol-3-yl)propan-2-yl)phenyl)-6-(((S)-pyrrolidin-3-yl)amino)-4-(trifluoromethyl)isoindolin-1-one formate